3-(3,4-dihydroisoquinolin-2(1H)-yl)propanol C1N(CCC2=CC=CC=C12)CCCO